C(CSCCC#N)SCCC#N 3'-(ethylenedithio)dipropionitrile